(R*)-tert-butyl 11,11-difluoro-8-(fluoromethyl)-8-hydroxy-3,4,8,9,10,11-hexahydro-1H-pyrido[4',3':3,4]pyrazolo[1,5-a]azepine-2(7H)-carboxylate FC1(C=2N(C[C@@](CC1)(O)CF)N=C1C2CN(CC1)C(=O)OC(C)(C)C)F |o1:5|